perfluorooctaneOne FC(C(C(C(C(C(C(C(F)(F)F)(F)F)(F)F)(F)F)(F)F)(F)F)=O)(F)F